3-(5-bromo-6-chloro-1-(tetrahydro-2H-pyran-2-yl)-1H-indazol-3-yl)propanoic acid BrC=1C=C2C(=NN(C2=CC1Cl)C1OCCCC1)CCC(=O)O